O1C[C@H](CC1)NC=1C=C2C(=NC=NC2=CC1)N N6-((S)-tetrahydrofuran-3-yl)quinazoline-4,6-diamine